9-fluoro-3-(3,4-difluoro-benzoyl)-1,1-dimethyl-1,2,3,6-tetrahydro-azepino[4,5-b]indole-5-carboxylic acid ethyl ester C(C)OC(=O)C1=CN(CC(C2=C1NC=1C=CC(=CC21)F)(C)C)C(C2=CC(=C(C=C2)F)F)=O